3-oxo-cyclopentyl ether O=C1CC(CC1)OC1CC(CC1)=O